CC([C@@H](C(=O)N1[C@@H]([C@H]2C([C@H]2C1)(C)C)C(=O)O)NC(C(F)(F)F)=O)(C)C (1R,2S,5S)-3-((S)-3,3-dimethyl-2-(2,2,2-trifluoroacetylamino)butyryl)-6,6-dimethyl-3-azabicyclo[3.1.0]hexane-2-formic acid